CN1[13C](C(C2=CC=CC=C12)(CCC(F)(F)F)C)=O 1,3-dimethyl-3-(3,3,3-trifluoropropyl)indolin-2-one-13C